1-[(2-methoxyphenyl)methyl]cyclopropane-1-carbonitrile COC1=C(C=CC=C1)CC1(CC1)C#N